5-[2-(dimethylamino)ethoxy]-N-[4-[[3-[(3-methyl-2-nitro-imidazol-4-yl)methoxy]-7-morpholino-1,6-naphthyridin-5-yl]oxy]cyclohexyl]pyrimidin-2-amine CN(CCOC=1C=NC(=NC1)NC1CCC(CC1)OC1=C2C=C(C=NC2=CC(=N1)N1CCOCC1)OCC=1N(C(=NC1)[N+](=O)[O-])C)C